ClC1=CC=C2C(=N1)N(CC21CCOCC1)CC(OC)OC 6'-chloro-1'-(2,2-dimethoxyethyl)-1',2,2',3,5,6-hexahydrospiro[pyran-4,3'-pyrrolo[2,3-b]pyridine]